S(=O)(=O)(O)C1=C(C=CC(=C1)C=O)N=NC1=C(C=C(C=C1)C=O)O 2-sulfo-2'-hydroxy-4,4'-diformylazobenzene